(R)-2-((3,3-diphenylallyl)amino)-2-phenylacetamide C1(=CC=CC=C1)C(=CCN[C@@H](C(=O)N)C1=CC=CC=C1)C1=CC=CC=C1